ClC1=C(C=C(C(=C1Cl)F)NC(C1=C(C=C(C=C1C)OCCC1=CC=CC=C1)C)=O)[C@@H]1[C@@H](C1)C(=O)O |o1:29,30| rel-(1R,2S)-2-(2,3-dichloro-5-{[2,6-dimethyl-4-(2-phenylethoxy)benzoyl]amino}-4-fluorophenyl)cyclopropanecarboxylic acid